1-{2-[1-(cyclopropylmethyl)-1H-pyrrolo[2,3-b]pyridin-2-yl]-1-methyl-1H-1,3-benzodiazole-5-carbonyl}-4-methoxypiperidin-3-amine C1(CC1)CN1C(=CC=2C1=NC=CC2)C2=NC1=C(N2C)C=CC(=C1)C(=O)N1CC(C(CC1)OC)N